COC(C1=CC(C(=O)OC)=CC(=C1)C#C)=O 5-ethynylisophthalic acid dimethyl ester